C([O-])([O-])=O.C(C)[N+](C)(C)C1CCCCC1.C(C)[N+](C)(C)C1CCCCC1 N-ethyl-N,N-dimethylcyclohexylammonium carbonate